C(C1=CC=CC=C1)OC=1C(=NC=NC1Cl)N 5-(benzyloxy)-6-chloropyrimidin-4-amine